1,3-bis((2,2-dimethyl-1,3-dioxolan-4-yl)methoxy)propan-2-ol CC1(OCC(O1)COCC(COCC1OC(OC1)(C)C)O)C